C(C1=CC=CC=C1)OC(CN(CCC(=O)OC(C)(C)C)C(=O)OCOP(=O)(OC(C)(C)C)OC(C)(C)C)=O tert-butyl 3-((2-(benzyloxy)-2-oxoethyl)((((di-tert-butoxyphosphoryl)oxy)methoxy)carbonyl)amino)propanoate